5-(1-methyl-1H-pyrazol-4-yl)pyridine-3-carboxylic acid methyl ester COC(=O)C=1C=NC=C(C1)C=1C=NN(C1)C